C(C)(=O)OC1NCCNCCNC1 2-acetoxy-1,4,7-triazacyclononane